2-(aminomethyl)thietane 1,1-dioxide TFA salt OC(=O)C(F)(F)F.NCC1S(CC1)(=O)=O